C(=O)[O-].C(CCCCCCC)N1C=[N+](C=C1)CCCCCCCC 1,3-dioctyl-imidazolium formate